(2R,3'S)-N-(3-(5-fluoro-2-((3-methoxy-1-meth-yl-1H-pyrazol-4-yl)amino)pyrimidin-4-yl)-1H-indol-7-yl)-1'-methyl-[1,3'-bipyrrolidine]-2-carboxamide FC=1C(=NC(=NC1)NC=1C(=NN(C1)C)OC)C1=CNC2=C(C=CC=C12)NC(=O)[C@@H]1N(CCC1)[C@@H]1CN(CC1)C